3-(4-methoxyphenyl)-1,5,6,7-tetrahydro-1,4-diazepin-2-one COC1=CC=C(C=C1)C=1C(NCCCN1)=O